8-(2,4-difluorophenyl)-2,3-dimethyl-6-((2S,4R)-2-(1-methyl-1H-pyrazol-4-yl)tetrahydro-2H-pyran-4-yl)pyrido[2,3-b]pyrazine FC1=C(C=CC(=C1)F)C1=CC(=NC2=NC(=C(N=C21)C)C)[C@H]2C[C@H](OCC2)C=2C=NN(C2)C